N1N=CC(=C1)C1=CC=C(C=C1)NC1=NC(=NC=C1)C1=CC=C2C=C(NC2=C1)C(=O)N1[C@@H](COCC1)CO (R)-(6-(4-((4-(1H-pyrazol-4-yl)phenyl)amino)pyrimidin-2-yl)-1H-indol-2-yl)(3-(hydroxymethyl)morpholino)methanone